FC1=C(C(=O)NC)C=C(C(=C1)NCC#CC=1N(C2=CC=CC(=C2C1)NC1CCN(CC1)C)CC(F)(F)F)OC 2-fluoro-5-methoxy-N-methyl-4-[(3-{4-[(1-methylpiperidin-4-yl)amino]-1-(2,2,2-trifluoroethyl)-1H-indol-2-yl}prop-2-yn-1-yl)amino]benzamide